BrC=1C=NC=C(C1Cl)Cl 3-bromo-4,5-dichloropyridine